The molecule is a cyclopentapyran that is (4aR,7aS)-1,4a,5,6,7,7a-hexahydrocyclopenta[c]pyran substituted at position 1 by an oxo group and at positions 4 and 7 by methyl groups, respectively (the 4aR,7S,7aS-diastereomer). An iridoid monoterpenoid isolated from several Nepeta plant species. It has a role as a plant metabolite. It is a cyclopentapyran and an iridoid monoterpenoid. C[C@H]1CC[C@@H]2[C@H]1C(=O)OC=C2C